CN(C(=C)C=C)C 2-dimethylamino-1,3-butadiene